3'-thio phosphate P1(=O)(OSO1)[O-]